6-(4-(tert-butyl)phenyl)-1H-indole-2-carboxylic acid C(C)(C)(C)C1=CC=C(C=C1)C1=CC=C2C=C(NC2=C1)C(=O)O